C(CCCCCCC)OCC=O octyloxyacetaldehyde